C1(=CC(=CC=C1)C=1C=C(C2=CC=CC=C2C1)C1=CC=C(C=C1)Cl)C1=CC=CC=C1 3-biphenyl-3-yl-1-(4-chlorophenyl)-naphthalene